vinyl-methyl-bis(methoxyethoxy)silane C(=C)[Si](OCCOC)(OCCOC)C